1,2-dihydropyrimidine N1CN=CC=C1